(2E)-4-fluoro-3-[(4-methoxyphenyl)methyl]aminobut-2-enoic acid ethyl ester C(C)OC(\C=C(/CF)\NCC1=CC=C(C=C1)OC)=O